Cobalt-Nickel Sulfate S(=O)(=O)([O-])[O-].[Ni+2].[Co+2].S(=O)(=O)([O-])[O-]